4-(3-((2-((3-Methyl-1-(1-methylpyrrolidin-3-yl)-1H-pyrazol-4-yl)amino)-5-(trifluoromethyl)pyrimidin-4-yl)amino)propyl)-1,4-oxazepan-5-on CC1=NN(C=C1NC1=NC=C(C(=N1)NCCCN1CCOCCC1=O)C(F)(F)F)C1CN(CC1)C